FC=1C=CC(=C(C1)[C@@H](NC(C1=CC(=CC(=C1)C1=NC=C(C=N1)N1CCC(CC1)NC)C)=O)C=1NC2=CC=CC=C2C1)O (R)-N-((5-fluoro-2-hydroxyphenyl)(1H-indol-2-yl)methyl)-3-methyl-5-(5-(4-(methylamino)piperidin-1-yl)pyrimidin-2-yl)benzamide